C(#N)C1=C(C=CC=C1O)B(O)O 2-CYANO-3-HYDROXYPHENYLBORONIC ACID